6-Bromo-3-ethylsulfinyl-5-fluoro-7,9-dihydrofuro[3,4-f]quinazolin-1-ol BrC=1C2=C(C3=C(N=C(N=C3C1F)S(=O)CC)O)COC2